ClC1=C(C(NC2=CC=CC=C12)=O)C1=NC2=C(N1)C=C(C=C2)N2CCOCC2 4-chloro-3-(6-morpholino-1H-benzo[d]imidazol-2-yl)-quinolin-2(1H)-one